4-(5-chloro-2-methoxy-phenyl)-6-methyl-N-[6-(3-methyl-3H-imidazo[4,5-b]pyridin-6-yl)thiazolo[4,5-b]pyrazin-2-yl]pyridine-3-carboxamide ClC=1C=CC(=C(C1)C1=C(C=NC(=C1)C)C(=O)NC=1SC=2C(=NC=C(N2)C=2C=C3C(=NC2)N(C=N3)C)N1)OC